ClC1=CC(=C(C=C1)C1=C(C(=NC(=N1)N1C[C@@H](OCC1)C=1C=NN(C1)C)C(=O)NC)C#CC)F 6-(4-chloro-2-fluoro-phenyl)-N-methyl-5-prop-1-ynyl-2-[(2S)-2-(1-methylpyrazol-4-yl)morpholin-4-yl]pyrimidine-4-carboxamide